CC1(NC(C2=CC=CC=C12)=O)C 3,3-dimethyl-isoindolinone